C(CCC)[C@@]1([C@H](C1)C1=CC=C(C=C1)C(=O)OC)C(=O)O (1R,2R)-1-butyl-2-(4-(methoxycarbonyl)phenyl)cyclopropane-1-carboxylic acid